C(C)(C)(C)N1N=C(C=C1N)C1CC(CC1)C=1N=NC=C(C1)C(C)(C)C 1-(tert-butyl)-3-(3-(5-(tert-butyl)pyridazin-3-yl)cyclopentyl)-1H-pyrazol-5-amine